(5S)-2-{[3-Fluoro-2-(trifluoromethyl)pyridin-4-yl]methyl}-5-(1,3-thiazolidin-3-ylcarbonyl)-5,6,7,8-tetrahydro[1,2,4]triazolo[4,3-a]pyridin-3(2H)-one FC=1C(=NC=CC1CN1N=C2N([C@@H](CCC2)C(=O)N2CSCC2)C1=O)C(F)(F)F